N-(3-fluoro-4-methylphenyl)-N-((5-(hydrazinecarbonyl)pyridin-2-yl)methyl)ethanesulfonamide FC=1C=C(C=CC1C)N(S(=O)(=O)CC)CC1=NC=C(C=C1)C(=O)NN